ClC1=NC(=CC(=N1)N1CCC2(CN3N([C@@H](CC3)C3=CC(=CC(=C3)F)F)C2=O)CC1)C (S)-1-(2-chloro-6-methylpyrimidin-4-yl)-7'-(3,5-difluorophenyl)dihydro-1'H,3'H,5'H-spiro[piperidine-4,2'-pyrazolo[1,2-a]pyrazol]-1'-one